[Fe](Cl)Cl.CC1=C(C(=CC(=C1)C)C)N=C(C)C1=NC(=CC=C1)C(C)=NC1=C(C=CC=C1C)Cl 2-[1-(2,4,6-trimethylphenylimino)ethyl]-6-[1-(2-chloro-6-methylphenylimino)ethyl]pyridine iron dichloride